1-(3-chloropyridin-2-yl)piperazine hydrochloride Cl.ClC=1C(=NC=CC1)N1CCNCC1